(tert-butyl)-5-phenethylpyrazolo[1,5-a]quinazoline C(C)(C)(C)C1=NN2C(N=C(C3=CC=CC=C23)CCC2=CC=CC=C2)=C1